tert-butyl 8-[6-[[(2,4-dimethoxyphenyl) methyl-propanoyl-amino] methyl]-2-(4-pyridyl) pyrido[3,4-d]pyrimidin-4-yl]-2,8-diazaspiro[4.5]decane-2-carboxylate COC1=C(C=CC(=C1)OC)CN(C(CC)=O)CC1=CC2=C(N=C(N=C2N2CCC3(CCN(C3)C(=O)OC(C)(C)C)CC2)C2=CC=NC=C2)C=N1